BrC=1C=2C(N=C3N(C2C=CC1)C1=CC(=CC=C1C31CCCCC1)C1CCN(CC1)CC1CN(C1)C1=C3C(N(C(C3=CC=C1)=O)C1C(NC(CC1)=O)=O)=O)=O 4-(3-((4-(4'-bromo-5'-oxo-5'H-spiro[cyclohexane-1,7'-indolo[1,2-a]quinazolin]-10'-yl)piperidin-1-yl)methyl)azetidin-1-yl)-2-(2,6-dioxopiperidin-3-yl)isoindoline-1,3-dione